1-[trimethoxysilyl]-4,5,5,5-tetrafluoro-4-(heptafluoropropoxy)-1-pentene CO[Si](C=CCC(C(F)(F)F)(OC(C(C(F)(F)F)(F)F)(F)F)F)(OC)OC